(E)-tert-butyl 2-(4-bromophenyl)-3-(2-(5-(quinolin-3-yl)-1,3,4-oxadiazol-2-yl) vinyl)-1,4,8-triazaspiro[4.5]decane-1,3-diene-8-carboxylate BrC1=CC=C(C=C1)C1=NC2(N=C1\C=C\C=1OC(=NN1)C=1C=NC3=CC=CC=C3C1)CCN(CC2)C(=O)OC(C)(C)C